1-[(2,4-difluoro-3-methylphenyl)methyl]-1-(1-methylpiperidin-4-yl)-3-{[4-(propane-2-yloxy)phenyl]methyl}urea FC1=C(C=CC(=C1C)F)CN(C(=O)NCC1=CC=C(C=C1)OC(C)C)C1CCN(CC1)C